3-chloro-4-((3,5-dichloropyridin-2-yl)methoxy)-2'-(3-(2-hydroxypropane-2-yl)-1H-pyrazol-1-yl)-5',6-dimethyl-2H-[1,4'-bipyridyl]-2-one ClC=1C(N(C(=CC1OCC1=NC=C(C=C1Cl)Cl)C)C1=CC(=NC=C1C)N1N=C(C=C1)C(C)(C)O)=O